N1(NCCC1)C1=NC=C(C=C1)C(F)(F)F 2-(pyrazolidin-1-yl)-5-(trifluoromethyl)pyridine